2-fluoro-4-(1H-triazol-5-yl)butanoic acid hydrochloride Cl.FC(C(=O)O)CCC1=CN=NN1